7-(7-(8-ethyl-7-fluoro-3-hydroxynaphthalen-1-yl)-8-fluoro-2-(((2r,7as)-2-fluorohexahydro-1H-pyrrolizin-7a-yl)methoxy)pyrido[4,3-d]pyrimidin-4-yl)-2,7-diazaspiro[4.5]decan-3-one C(C)C=1C(=CC=C2C=C(C=C(C12)C1=C(C=2N=C(N=C(C2C=N1)N1CC2(CC(NC2)=O)CCC1)OC[C@]12CCCN2C[C@@H](C1)F)F)O)F